ClC1=C(C=C(N=N1)C=1C=NCNC1)[C@@H]1[C@H](C1)COC(C)C 5-(6-Chloro-5-((1S,2S)-2-(isopropoxymethyl)cyclopropyl)pyridazin-3-yl)-1H-pyrimidine